ClC1=NC(=C2C=C(C=NC2=C1)SC)NC1C[C@H]2CC[C@@H](C1)N2C(=O)OC(C)(C)C tert-Butyl (1R,3s,5S)-3-((7-chloro-3-(methylthio)-1,6-naphthyridin-5-yl)amino)-8-azabicyclo[3.2.1]octane-8-carboxylate